C(C)(C)(C)OCC(C)O propylene glycol monotertiary butyl ether